Cl.Cl.FC=1C=C(C=CC1)[C@@H](C)C=1N=C2N(N=C(C=C2)N)C1 (1R)-1-(3-fluorophenyl)ethyl-imidazo[1,2-b]pyridazin-6-amine dihydrochloride